BrC1=CC=2N(C=C1)C1=C(N2)C=C(C=C1)Br 3,7-dibromobenzo[4,5]imidazo[1,2-a]pyridine